C(#C)C1=C2C(=CC(=CC2=CC=C1F)C(C#N)(C)C)C1=C(C=2N=C(N=C(C2C=N1)N(C[C@H]1NCCCC1)C)N1CCN(CC1)C)F (S)-2-(5-ethynyl-6-fluoro-4-(8-fluoro-4-(methyl(piperidin-2-ylmethyl)amino)-2-(4-methylpiperazin-1-yl)pyrido[4,3-d]pyrimidin-7-yl)naphthalen-2-yl)-2-methylpropanenitrile